The molecule is a 1,2,3,4-tetrahydroisoquinoline having chloro substituents at the 7- and 8-positions and a methyl substituent at the 2-position. It is a member of isoquinolines and an organochlorine compound. CN1CCC2=C(C1)C(=C(C=C2)Cl)Cl